4-(2-fluoro-5-nitro-4-(piperidin-1-yl)phenethyl)morpholine FC1=C(CCN2CCOCC2)C=C(C(=C1)N1CCCCC1)[N+](=O)[O-]